C1(CC1)C1=C(C(=NO1)C1=C(C=CC=C1Cl)Cl)COC12CCC(CC1)(CC2)CN2N=CC=C2C(F)F 1-((4-((5-Cyclopropyl-3-(2,6-dichlorophenyl)isoxazol-4-yl)methoxy)bicyclo[2.2.2]octan-1-yl)methyl)-5-(difluoromethyl)-1H-pyrazol